2-(3-((((4-methoxyphenyl)imino)methylene)amino)-N-methylpropanamido)-3-methylbutanamide COC1=CC=C(C=C1)N=C=NCCC(=O)N(C)C(C(=O)N)C(C)C